C(CCCCCCCCCCC\C=C/CCCCCCCC)[N+](C)(CCO)CCO erucyl-bis(2-hydroxyethyl)(methyl)ammonium